4,4'-diazidodiphenyl sulfone C1=CC(=CC=C1N=[N+]=[N-])S(=O)(=O)C2=CC=C(C=C2)N=[N+]=[N-]